F\C(=C/C(=O)NC1=C(C=CC=C1)C)\N1C=CC2=CC=CC=C12 (Z)-3-fluoro-3-indol-1-yl-N-o-tolylacrylamide